COC(C(CC)(C)C)=O 2,2-dimethylbutyric acid methyl ester